Cl.ClC=1C(=C(C=CC1F)C(CC1CCC(CC1)C(F)(F)F)N)F 1-(3-chloro-2,4-difluorophenyl)-2-(4-(trifluoromethyl)cyclohexyl)ethan-1-amine hydrochloride